3-amino-N-(3-(4-amino-4-methylpiperidin-1-yl)pyridin-2-yl)-6-(6-(dimethylamino)-3-(trifluoromethyl)pyridin-2-yl)pyrazine-2-carboxamide NC=1C(=NC(=CN1)C1=NC(=CC=C1C(F)(F)F)N(C)C)C(=O)NC1=NC=CC=C1N1CCC(CC1)(C)N